ClC(OC1=CC=C(C=C1)NC(=O)C=1C=C(C2=C(N=C3COC[C@H](N32)C)C1)C1=NC=CN=C1)(F)F (R)-N-(4-(chlorodifluoromethoxy)phenyl)-4-methyl-6-(pyrazin-2-yl)-3,4-dihydro-1H-benzo[4,5]imidazo[2,1-c][1,4]oxazine-8-carboxamide